2-Ethyl-5-[rac-(3S)-3-methyl-2,3,4,5-tetrahydropyridin-6-yl]indazole tert-Butyl-rac-(3S)-6-(2-ethylindazol-5-yl)-3-methyl-3,4-dihydro-2H-pyridine-1-carboxylate C(C)(C)(C)OC(=O)N1C[C@H](CC=C1C1=CC2=CN(N=C2C=C1)CC)C.C(C)N1N=C2C=CC(=CC2=C1)C=1CC[C@@H](CN1)C |r|